N1C[C@]2(CC1)CC1=CC=C(C=C1C2)C(=O)OC methyl (R)-1,3-dihydrospiro[indene-2,3'-pyrrolidine]-5-carboxylate